α-L-Iduronate O[C@H]1[C@H](O)[C@@H](O)[C@H](O)[C@@H](O1)C(=O)[O-]